3-(hydroxymethyl)-3-methylcyclobutanone OCC1(CC(C1)=O)C